N1CCC2=CC=C(C=C12)C=O 2,3-DIHYDRO-1H-INDOLE-6-CARBALDEHYDE